C1(CC\C=C/CCC1)CNC1=CC=C(C=C1)SC (Z)-N-(cycloocta-4-en-1-ylmethyl)-4-(methylthio)aniline